2,5-dibromo-3,4-difluoroaniline BrC1=C(N)C=C(C(=C1F)F)Br